C(C1=CC=CC=C1)N1N=CC(N(C1=O)CC1=CC=CC=C1)=O 2,N4-dibenzyl-1,2,4-triazine-3,5(2H,4H)-dione